N1(CCNCCN(CCNCC1)C(=O)OCC1=CC=CC=C1)C(=O)OCC1=CC=CC=C1 Dibenzyl 1,4,7,10-tetraazacyclododecane-1,7-dicarboxylate